COC1=CC=C(C=C1)C(C)N 1-(4-methoxyphenyl)ethan-1-amine